C1(=CC=CC=C1)S(=O)(=O)OC1=CC2=CC=C(C(=C2C(=C1)C1=C(C=2N=C(N=C(C2C=N1)N1CCOCCC1)OC[C@]12CCCN2C[C@@H](C1)F)F)C#C)F 5-ethynyl-6-fluoro-4-(8-fluoro-2-(((2R,7aS)-2-fluorotetrahydro-1H-pyrrolizin-7a(5H)-yl)methoxy)-4-(1,4-oxazepan-4-yl)pyrido[4,3-d]pyrimidin-7-yl)naphthalen-2-yl benzenesulfonate